perfluorooctyltridecoxysilane F[Si](OC(C(C(C(C(C(C(C(C(C(C(C(C(F)(F)F)(F)F)(F)F)(F)F)(F)F)(F)F)(F)F)(F)F)(F)F)(F)F)(F)F)(F)F)(F)F)(C(C(C(C(C(C(C(C(F)(F)F)(F)F)(F)F)(F)F)(F)F)(F)F)(F)F)(F)F)F